O1COCC2=C1C=CC=C2CCC2=CC(=C(C(=C2)OC)OC)OC 2-(Benzo[d][1,3]dioxin-5-yl)-1-(3,4,5-trimethoxyphenyl)ethane